NC=1N=C(SC1C(=O)C1=CC=CC=C1)NC=1C=NN(C1)C {4-amino-2-[(1-methyl-1H-pyrazol-4-yl)amino]-1,3-thiazol-5-yl}(phenyl)methanone